FC(CN1C(=CC(C(=C1)F)=O)N1[C@H]([C@H](CC1)NS(=O)(=O)C)CO[C@@H]1CC[C@@H](CC1)C1=CC=CC=C1)F N-((2R,3S)-1-(1-(2,2-difluoroethyl)-5-fluoro-4-oxo-1,4-dihydropyridin-2-yl)-2-((((CIS)-4-phenylcyclohexyl)oxy)methyl)pyrrolidin-3-yl)methanesulfonamide